C1(=CC=CC=C1)[B-](C1=CC=CC=C1)(C1=CC=CC=C1)C1=CC=CC=C1.[NH+]1=CC=CC2=CC=CC=C12 quinolinium tetraphenyl-borate